(3R)-hydroxybutyraldehyde OC(C=O)CC